6'-chloro-1',2',2'-trimethyl-1',2',4,5-tetrahydro-2H-spiro[furan-3,4'-pyrido[3,2-d][1,3]oxazine] ClC=1C=CC=2N(C(OC3(C2N1)COCC3)(C)C)C